C(C)(C)(C)C=1C=C(C=C(C1)C(C)(C)C)[P](C1=CC(=CC(=C1)C(C)(C)C)C(C)(C)C)=O bis(3,5-di-tert-butylphenyl)phosphorus oxide